1-(2-(methacryloyloxy)-3-benzyloxy-propan-1-yl)-3-methyl-1H-imidazolium iodide [I-].C(C(=C)C)(=O)OC(CN1C=[N+](C=C1)C)COCC1=CC=CC=C1